C1(CC1)C=1C=CC(=C(C1)C1=NN(C=C1NC(=O)C=1C=NN2C1N=CC=C2)CC=2N=NNN2)OC(F)F N-[3-[5-cyclopropyl-2-(difluoromethoxy)phenyl]-1-(2H-tetrazol-5-ylmethyl)pyrazol-4-yl]pyrazolo[1,5-a]pyrimidine-3-carboxamide